[Na].[Na].C[As](O)(=O)O methanarsonic acid Disodium